FC(C=1C=C(CN([C@H]2C[C@H](N(C3=CC=C(C=C23)C(F)(F)F)C(=O)OCC)CC)C2=NC=C(C=N2)OCCCC(=O)O)C=C(C1)C(F)(F)F)(F)F Ethyl (2R,4S)-4-{[3,5-bis(trifluoromethyl) benzyl]-[5-(3-carboxypropoxy) pyrimidin-2-yl] amino}-2-ethyl-6-trifluoromethyl-3,4-dihydro-2H-quinoline-1-carboxylate